1-(3-carbonyl-1a,2,3,7b-tetrahydro-1H-cyclopropa[c]isoquinolin-7-yl)-5-(trifluoromethyl)-N-(2-(trifluoromethyl)pyridin-4-yl)-1H-pyrazole-4-carboxamide C(=O)=C1NC2C(C=3C(=CC=CC13)N1N=CC(=C1C(F)(F)F)C(=O)NC1=CC(=NC=C1)C(F)(F)F)C2